7-amino-2-cyclopropyl-4-(4-(difluoromethoxy)-2,6-dimethylphenyl)-6-(2-methyl-2H-indazol-5-yl)thieno[3,2-b]pyridin-5(4H)-one NC=1C2=C(N(C(C1C1=CC3=CN(N=C3C=C1)C)=O)C1=C(C=C(C=C1C)OC(F)F)C)C=C(S2)C2CC2